O=C1NC(CCC1N1C(C2=CC=C(C=C2C1=O)N1CCN(CC1)CC1CCN(CC1)C1=NC=C(C=N1)NC(=O)N1C(CNC(C1)C)C)=O)=O N-(2-(4-((4-(2-(2,6-dioxopiperidin-3-yl)-1,3-dioxoisoindolin-5-yl)piperazin-1-yl)methyl)piperidin-1-yl)pyrimidin-5-yl)-2,5-dimethylpiperazine-1-carboxamide